5-phosphane CCOP(=S)(OCC)SCSCC